(cis)-3-(2,4-dimethoxybenzyl)-1-(5-((1-isobutyl-2-(trifluoromethyl)piperidin-4-yl)methyl)pyrazolo[1,5-a]pyridin-3-yl)dihydropyrimidine-2,4(1H,3H)-dione COC1=C(CN2C(N(CCC2=O)C=2C=NN3C2C=C(C=C3)C[C@@H]3C[C@@H](N(CC3)CC(C)C)C(F)(F)F)=O)C=CC(=C1)OC